C(C=C)(=O)N1CCCCC1 N-acryloylpiperidine